1,1-diethylpiperidinium cyanide [C-]#N.C(C)[N+]1(CCCCC1)CC